1-(3-fluoro-2-methyl-phenyl)piperazine FC=1C(=C(C=CC1)N1CCNCC1)C